Vanadium(III) iodide [I-].[V+3].[I-].[I-]